cobalt disulphate S(=O)(=O)([O-])OS(=O)(=O)[O-].[Co+2]